di-magnesium sulphur thiophosphate sulphur [S+2].P(=S)([O-])([O-])[O-].[S+2].[Mg+2].[Mg+2]